9-formyl-1,4-dioxa-10-azadispiro[4.1.57.15]Tridecane-10-carboxylic acid tert-butyl ester C(C)(C)(C)OC(=O)N1C(CC2(CC3(OCCO3)C2)CC1)C=O